C(C)(C)(C)OCCC(CC(C)(C)C)C 3,5,5-trimethyl-hexyl tert-butyl ether